methyl-(8-methoxy-6-(5-methylpyrimidin-2-yl) quinazolin-4-yl) glycinate NCC(=O)OC1=NC(=NC2=C(C=C(C=C12)C1=NC=C(C=N1)C)OC)C